Cl.COC1=CC=C(C=C1)[C@H](C)C1OCCC(C1)(C(=O)N)N1C[C@@H](CC1)OC1=CC(=CC=C1)C(F)(F)F ((S)-1-(4-Methoxyphenyl)ethyl)-4-((R)-3-(3-(trifluoromethyl)phenoxy)pyrrolidin-1-yl)tetrahydro-2H-pyran-4-carboxamide, hydrochloride